1-[(12aR)-10-chloro-9-(2-chloro-6-hydroxyphenyl)-8-(2-methoxyethoxy)-3,4,12,12a-tetrahydro-6H-pyrazino[2,1-c][1,4]benzooxazepin-2(1H)-yl]prop-2-en-1-one ClC1=C(C(=CC=2CN3[C@@H](COC21)CN(CC3)C(C=C)=O)OCCOC)C3=C(C=CC=C3O)Cl